1-Bromo-3-((cis)-4-(4-methylpiperazin-1-yl)cyclohexyl)imidazo[1,5-a]pyrazin-8-amine BrC=1N=C(N2C1C(=NC=C2)N)[C@@H]2CC[C@@H](CC2)N2CCN(CC2)C